1-(1-(6-Chlorodiazin-4-yl)-1H-indazol-6-yl)cyclohexanecarbonitrile ClC1=CC(=CN=N1)N1N=CC2=CC=C(C=C12)C1(CCCCC1)C#N